N-Aminoethyl-3-aminopropyl-trimethoxysilan NCCNCCC[Si](OC)(OC)OC